Cl.FC1=C(C=CC=C1)C1=CC=C(C=C1)C(=O)NC12CC3(C[C@@H](C[C@H](C1)C3)C2)NCC(=O)N2CC3=CC=C(C=C3C2)F 2'-fluoro-N-((1s,3r,5R,7S)-3-((2-(5-fluoroisoindolin-2-yl)-2-oxoethyl)amino)adamantan-1-yl)-[1,1'-biphenyl]-4-carboxamide hydrochloride